3,4-dimethoxy-1-(piperidin-1-ylmethyl)-9H-xanthen-9-one COC=1C=C(C=2C(C3=CC=CC=C3OC2C1OC)=O)CN1CCCCC1